C[C@H]1O[C@H](CN(C1)C=1N=C(C2=C(N1)N=C(C=C2)C=2C=CC(=C(C2)CO)OC)N2CCOCC2)C (5-(2-((2R,6S)-2,6-dimethylmorpholino)-4-morpholinopyrido[2,3-d]pyrimidin-7-yl)-2-methoxyphenyl)methanol